NC1=C(N=C(S1)C1=C(C=CC=C1F)F)C(=O)NC=1C(=C2C(=NC1)OCC2)N2C[C@H]([C@]([C@H](C2)C)(C)O)N 5-amino-N-{4-[(3R,4R,5S)-3-amino-4-hydroxy-4,5-dimethylpiperidin-1-yl]-2,3-dihydrofuro[2,3-b]pyridin-5-yl}-2-(2,6-difluorophenyl)-1,3-thiazole-4-carboxamide